FC1=C(C=C(C=C1)F)C(CC#CC#CC=1C=C(NC1)C1=NNC=C1)C=1C(N(C=CC1)C)=O 4-(6-(2,5-difluorophenyl)-6-(1-methyl-2-oxo-1,2-dihydropyridin-3-yl)hexa-1,3-diyne-1-yl)-2-(1H-pyrazol-3-yl)-1H-pyrrole